5-(3-methoxyphenyl)-2-(trifluoromethyl)furan-3-carboxylic acid COC=1C=C(C=CC1)C1=CC(=C(O1)C(F)(F)F)C(=O)O